N-((1s,4s)-4-methoxycyclohexyl)-7H-pyrrolo[2,3-d]pyrimidin-2-amine COC1CCC(CC1)NC=1N=CC2=C(N1)NC=C2